2-Decyl-2-methyltetradecyl-4-ethylbenzoat C(CCCCCCCCC)C(COC(C1=CC=C(C=C1)CC)=O)(CCCCCCCCCCCC)C